C(C)NC1=C2C(=NC(=C1)NC1=CC=C(C=3CCOC31)C(=O)N3CCC1(CC1)CC3)NC=C2C(F)(F)F (7-((4-(ethylamino)-3-(trifluoromethyl)-1H-pyrrolo[2,3-b]pyridin-6-yl)amino)-2,3-dihydrobenzofuran-4-yl)(6-azaspiro[2.5]oct-6-yl)methanone